5-(tert-butyl)-N-(4-(2-(cyclopropanecarboxamido)pyridin-4-yl)-3,5-difluoro-2-methylbenzyl)-1,2,4-oxadiazole-3-carboxamide C(C)(C)(C)C1=NC(=NO1)C(=O)NCC1=C(C(=C(C(=C1)F)C1=CC(=NC=C1)NC(=O)C1CC1)F)C